ethylhexyl carboxystearate C(=O)(O)C(C(=O)OC(CCCCC)CC)CCCCCCCCCCCCCCCC